7-[(3S)-3-(morpholin-4-ylmethyl)-1,2,3,4-tetrahydroisoquinoline-2-carbonyl]-1,2,3,4-tetrahydroisoquinoline-2-Carbonyl chloride N1(CCOCC1)C[C@H]1N(CC2=CC=CC=C2C1)C(=O)C1=CC=C2CCN(CC2=C1)C(=O)Cl